Hexadeuteriodimethyl sulfoxide [2H]C([2H])([2H])S(=O)C([2H])([2H])[2H]